1-((4R,5R,7R,8R)-8-hydroxy-7-(hydroxymethyl)-6-oxa-1-thiaspiro[3.4]oct-5-yl)pyrimidin-2(1H)-one O[C@@H]1[C@H](O[C@H]([C@@]12CCS2)N2C(N=CC=C2)=O)CO